FC=1C(=NC(=NC1)N1CCNCC1)C1=NC(=NN1C)C(=O)N 5-(5-fluoro-2-(piperazin-1-yl)pyrimidin-4-yl)-1-methyl-1H-1,2,4-triazole-3-carboxamide